C(C)(=O)NC(CCC(C(C)C)N1CC2(C1)CN(CC2)C=2N=CN=NC2OC2=C(C(=O)N(C(C)C)CC)C=C(C=C2)F)(C)C (-)-2-((5-(2-(6-Acetamido-2,6-dimethylhept-3-yl)-2,6-diazaspiro[3.4]oct-6-yl)-1,2,4-triazin-6-yl)oxy)-N-ethyl-5-fluoro-N-isopropylbenzamide